CN(CCN1N=C(C(=C1)NC1=NC=C(C(=N1)NCCCN1C(CCCC1)=O)C(F)(F)F)OC)C 1-(3-((2-((1-(2-(dimethylamino)ethyl)-3-methoxy-1H-pyrazol-4-yl)amino)-5-(trifluoromethyl)pyrimidin-4-yl)amino)propyl)piperidin-2-one